9,9-dimethyl-9H-acridine CC1(C2=CC=CC=C2NC=2C=CC=CC12)C